benzyl ((S)-1-(((R)-4-diazo-3-oxobutan-2-yl)amino)-1-oxo-3-phenylpropan-2-yl)carbamate [N+](=[N-])=CC([C@@H](C)NC([C@H](CC1=CC=CC=C1)NC(OCC1=CC=CC=C1)=O)=O)=O